C(#N)C1=NC=CC(=C1)NC(=O)C1=C(C(=NN1CC1CCC(CC1)(F)F)C)C N-(2-cyanopyridin-4-yl)-1-((4,4-difluorocyclohexyl)methyl)-3,4-dimethyl-1H-pyrazole-5-carboxamide